NCC1=NC=C2C=CC(=NC2=C1)C1=CC(NC(=N1)N1C[C@@H](O[C@@H](C1)C)C)=O 6-(7-(aminomethyl)-1,6-naphthyridin-2-yl)-2-((cis)-2,6-dimethylmorpholino)pyrimidin-4(3H)-one